peroxypalmitic acid C(CCCCCCCCCCCCCCC)(=O)OO